CC1=C(C=C(C=C1)C)C=1C=CC=2N(C1)C=C(N2)NC(=O)[C@H]2[C@H](C2)F (1s,2s)-N-(6-(2,5-dimethylphenyl)imidazo[1,2-a]pyridin-2-yl)-2-fluorocyclopropane-1-carboxamide